((S)-4-((3-tert-butylphenyl)sulfonyl)-6-(3-(difluoromethoxy)-5-fluorophenyl)-3,4-dihydro-2H-benzo[b][1,4]oxazin-2-yl)bicyclo[2.2.1]heptane-1-carboxylic acid C(C)(C)(C)C=1C=C(C=CC1)S(=O)(=O)N1C2=C(O[C@H](C1)C1C3(CCC(C1)C3)C(=O)O)C=CC(=C2)C2=CC(=CC(=C2)F)OC(F)F